COC1=CC=C(C=C1)C(C)(C)C=1N=C(SC1)NC(=O)NCC1=CC=C(C=C1)NC1CCNCC1 1-(4-(2-(4-methoxyphenyl)propan-2-yl)thiazol-2-yl)-3-(4-(piperidin-4-ylamino)benzyl)urea